N-(tert-butoxycarbonyl)-N-{(1S)-1-cyano-2-[(3S)-2-oxopyrrolidin-3-yl]ethyl}-4-methyl-L-leucinamide C(C)(C)(C)OC(=O)N(C([C@@H](N)CC(C)(C)C)=O)[C@@H](C[C@H]1C(NCC1)=O)C#N